2,4-dibutyl-6-p-bromophenyl-1,3,5-triazine C(CCC)C1=NC(=NC(=N1)CCCC)C1=CC=C(C=C1)Br